C(C)(C)(C)OC(=O)NCCCCCC(=O)ON1C(CCC1=O)=O 2,5-dioxopyrrolidin-1-yl 6-((tert-butoxycarbonyl)amino)hexanoate